Benzyl (2S,5S)-5-((4-(6-cyano-7-(1-oxidophospholan-1-yl)-1H-indol-3-yl)-5-methylpyrimidin-2-yl)amino)-2-methylpiperidine-1-carboxylate C(#N)C1=CC=C2C(=CNC2=C1P1(CCCC1)=O)C1=NC(=NC=C1C)N[C@H]1CC[C@@H](N(C1)C(=O)OCC1=CC=CC=C1)C